tert-butyl (3-hydroxy-4-methoxyphenethyl)carbamate OC=1C=C(CCNC(OC(C)(C)C)=O)C=CC1OC